FC1=C(C(=CC(=C1)N1C(CCC1)=C=O)F)C=1N=C2N(C=CC(=C2)C)C1C[C@H]1CN(CCO1)C(=O)[O-] (S)-2-((2-(2,6-difluoro-4-(2-carbonylpyrrolidin-1-yl)phenyl)-7-methylimidazo[1,2-a]pyridin-3-yl)methyl)morpholine-4-carboxylate